ClC1=NC(=NC(=C1)C)NC1CCC(CC1)(F)F 4-chloro-N-(4,4-difluorocyclohexyl)-6-methylpyrimidin-2-amine